(S)-1-(4-(2-(2,6-dimethylpyridin-4-yl)-3-isopropyl-1H-indol-5-yl)piperidin-1-yl)-2-(3-(hydroxymethyl)morpholino)ethan-1-one CC1=NC(=CC(=C1)C=1NC2=CC=C(C=C2C1C(C)C)C1CCN(CC1)C(CN1[C@H](COCC1)CO)=O)C